4-(4-chlorophenyl)-2-(pyridin-2-ylmethyl)-1H-benzo[f]isoindole-1,3(2H)-dione ClC1=CC=C(C=C1)C1=C2C(=CC=3C(N(C(C13)=O)CC1=NC=CC=C1)=O)C=CC=C2